ClC1=CC(=C(C=C1)C=1C(=CC2=C(OC3=C2C=C(C(=C3)C3=C(C=C(C=C3)Cl)F)O)C1)O)F 3,7-bis(4-chloro-2-fluorophenyl)dibenzo[b,d]Furan-2,8-diol